1-(5-Fluoro-1H-indol-2-yl)butan-1-one FC=1C=C2C=C(NC2=CC1)C(CCC)=O